9-(3-(2,4-dioxotetrahydropyrimidin-1(2H)-yl)-4-methylbenzoyl)-2-oxa-9-azaspiro[5.5]undecane-3-carbaldehyde O=C1N(CCC(N1)=O)C=1C=C(C(=O)N2CCC3(CCC(OC3)C=O)CC2)C=CC1C